C1(=CC=C(C2=CC=CC(=C12)C(=O)O)C(=O)O)C(=O)O 1,4,8-naphthalenetricarboxylic acid